C1(=CC=CC=C1)S(=O)(=O)C1C(=O)NC(C1)=O benzenesulfonyl-succinimide